BrC1=NC2=CC(=CC=C2C=C1)C(F)(F)F 2-bromo-7-(trifluoromethyl)quinoline